(2S)-1-[3-[4-[3-[3-amino-6-(2-hydroxyphenyl)pyridazin-4-yl]-3,8-diazabicyclo[3.2.1]octan-8-yl]-2-pyridyl]prop-2-ynyl]-N-methyl-pyrrolidine-2-carboxamide NC=1N=NC(=CC1N1CC2CCC(C1)N2C2=CC(=NC=C2)C#CCN2[C@@H](CCC2)C(=O)NC)C2=C(C=CC=C2)O